NC1=CC(=C2C(N(CCCCC[C@@](C3=NN=C(C1=N2)O3)(C(F)(F)F)O)CC3=CC(=NC=C3)OC(F)F)=O)C(F)(F)F (6R)-17-amino-12-[[2-(difluoromethoxy)-4-pyridyl]methyl]-6-hydroxy-6,15-bis(trifluoromethyl)-19-oxa-3,4,12,18-tetrazatricyclo[12.3.1.12,5]nonadeca-1(18),2,4,14,16-pentaen-13-one